CC(CO)(C(C)C)O 2,3-dimethyl-1,2-butanediol